C1(CC1)N1C=C(C(C2=CC(=C(C(=C12)OC)F)F)=O)C(=O)O 1-Cyclopropyl-6,7-difluoro-8-methoxy-4-oxo-1,4-dihydro-3-quinolinecarboxylic acid